Bis-(4-isocyanatocyclohexyl)methan N(=C=O)C1CCC(CC1)CC1CCC(CC1)N=C=O